N(CCO)(CCO)CCO.C(CCCCCCCCCCCCCCCCC)OP(=O)(O)O.C(C)N(C=1C=CC=2C3(C4=CC=C(C=C4OC2C1)N(CC)CC)N(C(C1=CC=CC=C13)=O)NC(CCC)=O)CC N-(3',6'-bis(diethylamino)-3-oxospiro[isoindoline-1,9'-xanthen]-2-yl)butyramide monostearyl-phosphate triethanolamine salt